N1N=CC2=C1C(NCCO2)=O 6,7-dihydro-1H-pyrazolo[3,4-f][1,4]oxazepin-8(5H)-one